COCN1N=CC2=CC=C(C=C12)B1OC(C(O1)(C)C)(C)C 1-(methoxymethyl)-6-(4,4,5,5-tetramethyl-1,3,2-dioxaborolan-2-yl)-1H-indazole